ClC=1C=C(C=CC1F)CNC(C(C(C)N(C=O)C1=C(C=CC=C1)OC)=O)=O N-[(3-Chloro-4-fluorophenyl)methyl]-3-[N-(2-methoxyphenyl)formamido]-2-oxobutanamide